CCCCCC=O Hexan-6-one